C1(=CC=CC=C1)C12CC(C1)(C2)C(=O)NC2=CNC1=CC=C(C=C21)COCC2=CC=C(C=C2)C(F)(F)F 3-phenyl-N-(5-(((4-(trifluoromethyl)benzyl)oxy)methyl)-1H-indol-3-yl)bicyclo[1.1.1]pentane-1-carboxamide